(5R)-2-(2-Fluoro-4-methylsulfonylphenyl)-5-methyl-N-[(3S)-2-oxo-5-phenyl-1,3-dihydro-1,4-benzodiazepin-3-yl]-6,7-dihydro-5H-pyrazolo[5,1-b][1,3]oxazine-3-carboxamide FC1=C(C=CC(=C1)S(=O)(=O)C)C1=NN2C(O[C@@H](CC2)C)=C1C(=O)N[C@@H]1C(NC2=C(C(=N1)C1=CC=CC=C1)C=CC=C2)=O